(S)-3-(2-methylmorpholino)-2-nitroaniline C[C@@H]1OCCN(C1)C=1C(=C(N)C=CC1)[N+](=O)[O-]